5-(4-hydroxyphenyl)-[1,2,4]triazol OC1=CC=C(C=C1)C1=NC=NN1